2-(2-methoxyethoxy)ethyl methacrylate C(C(=C)C)(=O)OCCOCCOC